1-chloro-4,4-dibutyl-1,4-disilacyclohexane Cl[SiH]1CC[Si](CC1)(CCCC)CCCC